trimethylammonium bis(trifluoromethanesulfonyl)imide [N-](S(=O)(=O)C(F)(F)F)S(=O)(=O)C(F)(F)F.C[NH+](C)C